COC1=NN(C=C1C1NCCC1)C 3-methoxy-1-methyl-4-(pyrrolidin-2-yl)-1H-pyrazole